NC=1C(=C(C=C2C=C(N=CC12)NC1=NN2CC=3N(CCC2=C1)C=CN3)C=3C(=C1C(=NC3)C(N(C1)C)=O)C)F 3-(8-amino-3-((5,6-dihydro-11H-imidazo[1,2-a]pyrazolo[1,5-d][1,4]diazepin-8-yl)amino)-7-fluoroisoquinolin-6-yl)-4,6-dimethyl-5,6-dihydro-7H-pyrrolo[3,4-b]pyridin-7-one